COC1=CC=C(C=C1)NS(=O)(=O)C=1C=C(C=CC1)NC(C1=CC=CC=C1)=O N-(3-(N-(4-methoxyphenyl)sulfamoyl)phenyl)benzamide